ClC1=NN(C(C2=CC=CC=C12)=O)NC(CC1=CC(=CC(=C1)F)F)=O N-(4-chloro-1-oxophthalazin-2(1H)-yl)-2-(3,5-difluorophenyl)acetamide